CO/C=C/C1CC12CCN(CC2)C(=O)OC(C)(C)C tert-butyl (E)-1-(2-methoxyvinyl)-6-azaspiro[2.5]octane-6-carboxylate